((R)-3-(benzylamino)-3-((S)-2,2-difluoro-1-hydroxyethyl)piperidin-1-yl)-2-(2,5-difluoro-4-(methoxy-d3)phenyl)isonicotinic acid methyl ester COC(C1=C(C(=NC=C1)C1=C(C=C(C(=C1)F)OC([2H])([2H])[2H])F)N1C[C@](CCC1)([C@@H](C(F)F)O)NCC1=CC=CC=C1)=O